5-bromomethyl-benzo[1,3]dioxolane BrCC1=CC2=C(OCO2)C=C1